ClC=1C=C(C(=O)NC2=CC=C(C=C2)C2(CCC2)C(NC2CCC(CC2)(F)F)=O)C=CC1 3-chloro-N-(4-{1-[(4,4-difluorocyclohexyl)carbamoyl]cyclobutyl}phenyl)benzamide